CN1N=C(C=C1C)C1=NN=C(O1)C(=O)N1[C@@H](C2=C(CC1)NC=N2)C2=NN1C(C(=CC=C1)C(C)C)=C2 (S)-(5-(1,5-dimethyl-1H-pyrazol-3-yl)-1,3,4-oxadiazol-2-yl)(4-(4-isopropylpyrazolo[1,5-a]pyridin-2-yl)-1,4,6,7-tetrahydro-5H-imidazo[4,5-c]pyridin-5-yl)methanone